2-[(2S,5R)-4-(2,2-Dimethylpropanoyl)-2-(4-fluorophenyl)-5-methyl-piperazin-1-yl]-2-oxo-N-(1-tetrahydropyran-2-ylpyrazolo[3,4-c]pyridin-4-yl)acetamide CC(C(=O)N1C[C@@H](N(C[C@H]1C)C(C(=O)NC1=C2C(=CN=C1)N(N=C2)C2OCCCC2)=O)C2=CC=C(C=C2)F)(C)C